(R)-4-((1r,4S)-4-(4-bromo-3-methylphenoxy)cyclohexyl)butan-2-ol BrC1=C(C=C(OC2CCC(CC2)CC[C@@H](C)O)C=C1)C